O1-tert-butyl O2-methyl (2S,4S)-4-[3-[2-[2-(3-methoxycarbonylmorpholin-4-yl)ethyl]indazol-4-yl]phenoxy]pyrrolidine-1,2-dicarboxylate COC(=O)C1N(CCOC1)CCN1N=C2C=CC=C(C2=C1)C=1C=C(O[C@H]2C[C@H](N(C2)C(=O)OC(C)(C)C)C(=O)OC)C=CC1